ClC1=CC=C2C(=CC=NC2=C1)NC1=CC=C(C(=O)N)C=C1 4-((7-chloroquinolin-4-yl)amino)benzamide